CN1C=C(C2=NC(=CC=C21)C)C(=O)NC2CCC(CC2)NC2=CC=CC=1N2C=C(N1)C(F)(F)F 1,5-dimethyl-N-[(1s,4s)-4-{[2-(trifluoromethyl)imidazo[1,2-a]pyridin-5-yl]amino}cyclohexyl]-1H-pyrrolo[3,2-b]pyridine-3-carboxamide